OCC([C@@H](C[C@H]1C(NCC1)=O)NC([C@@H](CC(C)C)NC(=O)C=1N(C2=CC=CC(=C2C1)OC)CC(=C)C)=O)=O N-((R)-1-(((R)-4-hydroxy-3-oxo-1-((S)-2-oxopyrrolidin-3-yl)butan-2-yl)amino)-4-methyl-1-oxopentan-2-yl)-4-methoxy-1-(2-methylallyl)-1H-indole-2-carboxamide